C1(=CC=CC=C1)S(=O)(=O)OC(C#N)C=1SC=CC1 (benzenesulfonyloxy)-2-thiophenylacetonitrile